6-chloro-2-(2-(trifluoromethyl)phenyl)-1H-pyrrolo[2,3-b]pyridine ClC1=CC=C2C(=N1)NC(=C2)C2=C(C=CC=C2)C(F)(F)F